O=C1N(CCCC1)C(=O)OC(C)(C)C tert-butyl (2-oxopiperidin-1-yl)formate